(3,5-dibromo-4-hydroxyphenyl)(2-ethyl-5-fluorobenzofuran-3-yl)methanone BrC=1C=C(C=C(C1O)Br)C(=O)C1=C(OC2=C1C=C(C=C2)F)CC